C(C)(C)(C)OC(=O)N(N1C=C(C(C=C1)=O)C(=O)OC(C)(C)C)C(C)C tert-Butyl 1-((tert-butoxycarbonyl)(isopropyl)amino)-4-oxo-1,4-dihydropyridine-3-formate